C1(CC12CC2)C(=O)N2CCNCC2 4-{spiro[2.2]pentane-1-carbonyl}piperazin